6-amino-4-ethynyl-7-(3-methoxy-2,6-dimethylphenyl)-2-methyl-7H-pyrrolo[2,3-d]pyrimidine-5-carboxamide NC1=C(C2=C(N=C(N=C2C#C)C)N1C1=C(C(=CC=C1C)OC)C)C(=O)N